4-chloro-5-[1-[(1S)-1-(2-ethylpyridin-3-yl)ethyl]-1H,4H,5H,6H,7H-[1,2,3]triazolo[4,5-c]pyridin-5-yl]-2,3-dihydropyridazin-3-one ClC=1C(NN=CC1N1CC2=C(CC1)N(N=N2)[C@@H](C)C=2C(=NC=CC2)CC)=O